C(#N)CCOCCCCOCCC#N 1,4-Bis(cyanoethoxy)butan